(R)-1-((8-(2,2'-dichloro-3'-(3-((2-hydroxyethylamino)methyl)imidazo[1,2-a]pyrazin-8-ylamino)biphenyl-3-ylamino)-1,7-naphthyridin-3-yl)methyl)pyrrolidin-3-ol ClC1=C(C=CC=C1NC=1N=CC=C2C=C(C=NC12)CN1C[C@@H](CC1)O)C1=C(C(=CC=C1)NC=1C=2N(C=CN1)C(=CN2)CNCCO)Cl